o-allylbenzylamine C(C=C)C1=C(CN)C=CC=C1